C(C)OC(CCC1(C(N(C(=C1CC(=O)OCC)C1=CC=C(C=C1)F)C(C)C)=O)C)=O 3-(4-(2-ethoxy-2-oxoethyl)-5-(4-fluorophenyl)-1-isopropyl-3-methyl-2-oxo-2,3-dihydro-1H-pyrrol-3-yl)propionic acid ethyl ester